N1N=CC2=CC(=CC=C12)C1=CC2=C(N=CN=C2N2CCOCC2)N1COCC[Si](C)(C)C 4-(6-(1H-indazol-5-yl)-7-((2-(trimethylsilyl)ethoxy)methyl)-7H-pyrrolo[2,3-d]pyrimidin-4-yl)morpholine